[Zn].C1(=C(C(=CC(=C1)C)C)C1=C2C=CC(C(=C3C=CC(=C(C=4C=CC(=C(C5=CC=C1N5)C5=C(C=C(C=C5C)C)C)N4)C4=C(C=C(C=C4C)C)C)N3)C3=C(C=C(C=C3C)C)C)=N2)C.[Zn] Zinc Tetramesitylporphyrin Zinc